(2r,4s)-4-((tert-butyldimethylsilyl)oxy)-N-(4-cyclopropylphenyl)-N-methylpyrrolidine-2-carboxamide [Si](C)(C)(C(C)(C)C)O[C@H]1C[C@@H](NC1)C(=O)N(C)C1=CC=C(C=C1)C1CC1